CSCCCCCN=C=S 5-(methylthio)pentyl isothiocyanate